3-(5-(dimethylamino)-2-propylphenyl)-2-iminothiazolidin-4-one CN(C=1C=CC(=C(C1)N1C(SCC1=O)=N)CCC)C